2-hydroxy-3-acryloylpropoxy methacrylate C(C(=C)C)(=O)OOCC(CC(C=C)=O)O